4-Phenyl-3-(phenylsulfanyl)-2-(4-(trifluoromethyl)phenyl)quinoline C1(=CC=CC=C1)C1=C(C(=NC2=CC=CC=C12)C1=CC=C(C=C1)C(F)(F)F)SC1=CC=CC=C1